1-(2-Methoxy-3-nitrophenyl)-1H-pyrazole COC1=C(C=CC=C1[N+](=O)[O-])N1N=CC=C1